C1(CCCCC1)CNC1CCN(CC1)CCCOC1=C2C=CC(OC2=CC2=C1C=CO2)=O 4-(3-(4-((cyclohexylmethyl)amino)piperidin-1-yl)propoxy)-7H-furo[3,2-g]chromen-7-one